CNC(C1=CC(=CC=C1)C=1C2=C(N=C(N1)N1[C@H](CC1)C)CCC2)=O (S)-N-methyl-3-(2-(2-methylazetidin-1-yl)-6,7-dihydro-5H-cyclopenta[d]pyrimidin-4-yl)benzamide